FC1(CCN(CC1)CC(=O)NC=1N=NN(C1)CCCCN1N=NC(=C1)C(=O)NCC1=NC=CC=C1)F 1-(4-{4-[2-(4,4-difluoropiperidin-1-yl)acetamido]-1H-1,2,3-triazol-1-yl}butyl)-N-(pyridin-2-ylmethyl)-1H-1,2,3-triazole-4-carboxamide